fluoro-2H-[1,3'-bipyridyl]-2-one FC=1C(N(C=CC1)C=1C=NC=CC1)=O